N-((1R,2R,4S)-7-cyano-7-azabicyclo[2.2.1]heptan-2-yl)-3-(2-methylpropoxy)-4-(1-methyl-1H-pyrazol-3-yl)benzamide C(#N)N1[C@H]2[C@@H](C[C@@H]1CC2)NC(C2=CC(=C(C=C2)C2=NN(C=C2)C)OCC(C)C)=O